1-(3-(tetrahydrothiophen-3-yl)oxy-4-difluoromethoxystyryl)-2,6-dimethylpyridin-4(1H)-one S1CC(CC1)OC=1C=C(C=CN2C(=CC(C=C2C)=O)C)C=CC1OC(F)F